Methyl (N-(tert-butoxycarbonyl)-4-methyl-2-(((2S,4S)-4-methyl-6-oxohexan-2-yl)oxy)phenylsulfonimidoyl)-L-prolinate C(C)(C)(C)OC(=O)N=S(=O)(C1=C(C=C(C=C1)C)O[C@@H](C)C[C@@H](CC=O)C)N1[C@@H](CCC1)C(=O)OC